FC([C@]1([C@H]([C@H]([C@@H](O1)N1C(=S)NC(=O)C=C1)O)O)CO)(F)F 4'-C-trifluoromethylthiouridine